(S)-2-(2-Methyl-morpholin-4-yl)-9-(2-oxo-2-pyridin-2-yl-ethyl)-8-trifluoromethyl-6,7,8,9-tetrahydro-pyrimido[1,2-a]-pyrimidin-4-one CC1CN(CCO1)C=1N=C2N(C(C1)=O)CC[C@H](N2CC(C2=NC=CC=C2)=O)C(F)(F)F